5,6-dihydroxybenzimidazole OC1=CC2=C(N=CN2)C=C1O